2-((2-oxo-2-phenylethyl)carbamoyl)piperidine-1-carboxylic acid tert-butyl ester C(C)(C)(C)OC(=O)N1C(CCCC1)C(NCC(C1=CC=CC=C1)=O)=O